S1C(=NC2=C1C=CC=C2)NC(=O)C=2C=CC=C1CCN(CC21)C2=CC=C(C(=N2)C(=O)O)C=2C=NN(C2)CC2=CC=C(C=C2)Cl 6-[8-(1,3-benzothiazol-2-ylcarbamoyl)-3,4-dihydroisoquinolin-2(1H)-yl]-3-[1-(4-chlorobenzyl)-1H-pyrazol-4-yl]pyridine-2-carboxylic acid